(S)-3-(5-(4-((1-(4-((1'S,4'R)-7'-hydroxy-1'-methylspiro[cyclohexane-1,3'-isochroman]-4'-yl)phenyl)piperidin-4-yl)methyl)piperazin-1-yl)-1-oxoisoindolin-2-yl)piperidine-2,6-dione OC1=CC=C2[C@H](C3(O[C@H](C2=C1)C)CCCCC3)C3=CC=C(C=C3)N3CCC(CC3)CN3CCN(CC3)C=3C=C1CN(C(C1=CC3)=O)[C@@H]3C(NC(CC3)=O)=O